1-(adamantan-2-yl)methanamine C12C(C3CC(CC(C1)C3)C2)CN